C(C)(C)(C)OC(=O)N1CC=2N(CCC1)N=C(C2Cl)C(N(C)C)=O tert-butyl-3-chloro-2-(dimethylcarbamoyl)-4,6,7,8-tetrahydropyrazolo[1,5-a][1,4]diazepine-5-carboxylate